N-(4'-((4-((R)-sec-butoxy)-6-(methylsulfonyl)pyridin-2-yl)amino)-5-((cis)-2,6-dimethylmorpholino)-[2,3'-bipyridin]-6'-yl)acetamide [C@@H](C)(CC)OC1=CC(=NC(=C1)S(=O)(=O)C)NC1=C(C=NC(=C1)NC(C)=O)C1=NC=C(C=C1)N1C[C@@H](O[C@@H](C1)C)C